4-bromo-2,3-dihydro-1H-indol-2-one BrC1=C2CC(NC2=CC=C1)=O